P(=O)(OC1=CC=C(C=C1)C(C)C)(OCCCC)OCCCC p-isopropylphenyl dibutyl phosphate